(2S,3R)-benzyl 3-cyclopropyl-3-(3-hydroxyphenyl)-2-methylpropanoate C1(CC1)[C@H]([C@@H](C(=O)OCC1=CC=CC=C1)C)C1=CC(=CC=C1)O